5-methyl-2-oxo-1,3-dioxol-4-ylmethyl hydrogen ((2-(2-amino-6-methoxy-9H-purin-9-yl)ethoxy)methyl)phosphonate NC1=NC(=C2N=CN(C2=N1)CCOCP(OCC=1OC(OC1C)=O)(O)=O)OC